OC1=C(C(=O)N2CCC(CC2)N2C(NC3=NC=C(C=C32)C3CCOCC3)=O)C=CC(=C1)OC(F)(F)F 1-[1-[2-Hydroxy-4-(trifluoromethoxy)benzoyl]-4-piperidyl]-6-tetrahydropyran-4-yl-3H-imidazo[4,5-b]pyridin-2-one